CC(CC(=O)O)(C)C1=CC=CC=C1 3-methyl-3-phenylbutanoic acid